(3s,5s)-3-aminomethyl-5-methyl-6-phenyl-hexanoic acid NC[C@H](CC(=O)O)C[C@@H](CC1=CC=CC=C1)C